(6R,7S)-3-(carbamoyloxymethyl)-7-methoxy-8-oxo-7-[2-(2-thienyl)acetylamino]-5-thia-1-azabicyclo[4.2.0]oct-2-ene-2-carboxylic acid, sodium salt [Na+].C(N)(=O)OCC1=C(N2C([C@]([C@H]2SC1)(NC(CC=1SC=CC1)=O)OC)=O)C(=O)[O-]